C(C)(C)(C)OC(=O)N(CCOC)C=1C(=C(C(=O)[O-])C=CC1)OC ((tert-butoxycarbonyl) (2-methoxyethyl) amino)-2-methoxybenzoate